2-{4-[N-(5,6-diphenylpyrazin-2-yl)-N-isopropylamino]butyloxy}-N-(methylsulfonyl)acetamide C1(=CC=CC=C1)C=1N=CC(=NC1C1=CC=CC=C1)N(C(C)C)CCCCOCC(=O)NS(=O)(=O)C